NC=1C(=CC(=NC1C1=NC2=C(N1C)C=CC(=C2)C(F)(F)F)C(=O)N)C 5-amino-4-methyl-6-[1-methyl-5-(trifluoromethyl)benzimidazol-2-yl]pyridin-2-carboxamide